N-[(1R)-1-[3-[3-[3-(Dimethylamino)propylcarbamoyl]phenyl]phenyl]ethyl]-2-methyl-5-(4-methylpiperazin-1-yl)benzamide CN(CCCNC(=O)C=1C=C(C=CC1)C=1C=C(C=CC1)[C@@H](C)NC(C1=C(C=CC(=C1)N1CCN(CC1)C)C)=O)C